N-(3-methylpyridin-2-yl)-2-naphthylacetamide CC=1C(=NC=CC1)NC(CC1=CC2=CC=CC=C2C=C1)=O